C(C)(C)(C)OC(=O)N1C(CCCC1)C(F)S(=O)(=O)C=1C=NC(=CC1)OC(F)F (((6-(difluoromethoxy)pyridin-3-yl)sulfonyl)fluoromethyl)piperidine-1-carboxylic acid tert-butyl ester